CC=1C=CC=C2N(CCN(C12)C(=O)OC(C)(C)C)C=1C(N2C\C=C/CCCOC=3C=CC=C(NC4=NC=C(C1)C2=N4)C3)=O tert-butyl 8-methyl-4-[(12Z)-16-oxo-8-oxa-2,15,21,22-tetrazatetracyclo[13.6.2.13,7.019,23]tetracosa-1(21),3,5,7(24),12,17,19,22-octaen-17-yl]-2,3-dihydroquinoxaline-1-carboxylate